CS(=O)(=O)OCCC1CN(C1)C(=O)OC(C)(C)C tert-butyl 3-[2-(methanesulfonyloxy)ethyl]azetidine-1-carboxylate